CC=1SC(=C(N1)C1=CC=CC=C1)OC1=CC(=NC=C1)NC=1C=C(C=CC1)CCC#N 3-(3-((4-((2-Methyl-4-phenylthiazol-5-yl)oxy)pyridin-2-yl)amino)phenyl)propionitrile